2-ethyl-4-isobutyl-6-(4-(pyridazin-3-ylmethyl)piperazin-1-yl)benzonitrile C(C)C1=C(C#N)C(=CC(=C1)CC(C)C)N1CCN(CC1)CC=1N=NC=CC1